2-({3-[(2S)-4-acetyl-2-methylpiperazin-1-yl]-2-chloro-5-cyanophenyl}amino)-4-[(2,2-difluoroethyl)amino]pyrazolo[1,5-a][1,3,5]triazine-8-carbonitrile C(C)(=O)N1C[C@@H](N(CC1)C=1C(=C(C=C(C1)C#N)NC1=NC=2N(C(=N1)NCC(F)F)N=CC2C#N)Cl)C